(3-chlorobenzyl)-4-fluoropiperidine-4-carboxamide ClC=1C=C(CN2CCC(CC2)(C(=O)N)F)C=CC1